[NH4+].N1C(CCC1)=O pyrrolidone ammonium